6-[(2,3-dichloropyridin-4-yl)sulfanyl]pyrazine-2-carboxylate ClC1=NC=CC(=C1Cl)SC1=CN=CC(=N1)C(=O)[O-]